ON=C(C(C)(C)C)Cl N-hydroxypivalimidoyl chloride